OC1=C(C=CC(=C1)OC)C(/C=C/C1=CC=C(C(=O)NC2=C(C=CC(=C2)[N+](=O)[O-])O)C=C1)=O 4-[(E)-3-(2-Hydroxy-4-methoxyphenyl)-3-oxoprop-1-enyl]-N-(2-hydroxy-5-nitrophenyl)benzamide